CN1C(=NC2=C1C=CC(=C2)C(=O)N2C[C@@H](CCC2)N)C=2N(C1=CC=CC=C1C2)CC=2C=NC=CC2 (3R)-1-({1-Methyl-2-[1-(3-pyridinylmethyl)-1H-indol-2-yl]-1H-benzimidazol-5-yl}carbonyl)-3-piperidinamine